N-methoxy-N,2,5-trimethyl-thiazole-4-carboxamide CON(C(=O)C=1N=C(SC1C)C)C